BrCC(=O)C1=NC(=CC(=C1)Cl)N1CCOCC1 2-bromo-1-[4-chloro-6-(morpholin-4-yl)pyridin-2-yl]ethanone